4-methyl-α-trifluoromethyl-styrene CC1=CC=C(C(=C)C(F)(F)F)C=C1